4-methyl-6,8-difluoro-2H-chromen-2-one CC1=CC(OC2=C(C=C(C=C12)F)F)=O